N-[(6S,7S)-6-[[3-(3,5-difluorophenyl)-2-fluoro-phenyl]methyl]-5-[(2R)-3-fluoro-2-hydroxy-2-methyl-propionyl]-5-azaspiro[2.4]heptan-7-yl]-1,1-difluoro-methanesulfonamide FC=1C=C(C=C(C1)F)C=1C(=C(C=CC1)C[C@@H]1N(CC2(CC2)[C@@H]1NS(=O)(=O)C(F)F)C([C@@](CF)(C)O)=O)F